1-[6-(4-chloroanilino)-2-methylsulfanyl-5-nitro-pyrimidin-4-yl]-3-methyl-azetidin-3-ol ClC1=CC=C(NC2=C(C(=NC(=N2)SC)N2CC(C2)(O)C)[N+](=O)[O-])C=C1